1-((2-(tert-butyl)cyclohexyl)oxy)butan-2-ol C(C)(C)(C)C1C(CCCC1)OCC(CC)O